N,N'-bis(2,3-dihydroxypropyl)-5-[(hydroxyacetyl)methylamino]2,4,6-triiodo-1,3-benzenedicarboxamide OC(CNC(=O)C1=C(C(=C(C(=C1I)N(C)C(CO)=O)I)C(=O)NCC(CO)O)I)CO